N(=[N+]=[N-])N[N+](=O)[O-] azidonitroamine